FC(CN1C=CC=2C1=CN=C(C2)C=O)(F)F 1-(2,2,2-trifluoroethyl)-1H-pyrrolo[2,3-c]pyridine-5-carbaldehyde